ethyl 2'-(N-(4,5-dimethylisoxazol-3-yl)-N-(methoxymethyl) sulfamoyl)-2-(ethoxymethyl)-[1,1'-biphenyl]-4-carboxylate CC=1C(=NOC1C)N(S(=O)(=O)C1=C(C=CC=C1)C1=C(C=C(C=C1)C(=O)OCC)COCC)COC